1-propanaminium hydroxide [OH-].C(CC)[NH3+]